9-[1-(Difluoromethyl)pyrazol-3-yl]-5-(2,6-difluorophenyl)-3-methyl-1,6-dihydropyrazolo[4,3-d][1,3]benzodiazepine FC(N1N=C(C=C1)C=1C=CC2=C(C3=C(N=C(N2)C2=C(C=CC=C2F)F)C(=NN3)C)C1)F